benzyl (R)-3-amino-3-methylpiperidine-1-carboxylate N[C@]1(CN(CCC1)C(=O)OCC1=CC=CC=C1)C